ClC1=C(C=C(OCC(=O)NC23CC(C2)(C3)C=3OC(=NN3)C3C(C3)C)C=C1)F 2-(4-chloro-3-fluoro-phenoxy)-N-[1-[5-(2-methylcyclopropyl)-1,3,4-oxadiazol-2-yl]-3-bicyclo[1.1.1]pentanyl]acetamide